(S)-methyl 2-((2R,3R)-3-((S)-1-((3R,4S,5S)-4-((tert-butoxycarbonyl) (methyl) amino)-3-methoxy-5-methylheptanoyl) pyrrolidin-2-yl)-3-methoxy-2-methylpropanamido)-3-phenylpropanoate C(C)(C)(C)OC(=O)N([C@H]([C@@H](CC(=O)N1[C@@H](CCC1)[C@@H]([C@H](C(=O)N[C@H](C(=O)OC)CC1=CC=CC=C1)C)OC)OC)[C@H](CC)C)C